3,7-dibromo-9,9-dimethyl-9H-fluorene-2-amine BrC=1C(=CC=2C(C3=CC(=CC=C3C2C1)Br)(C)C)N